2-(4-aminopiperidin-1-yl)-9-isopropyl-N-{[2-(1,3-oxazol-4-yl)phenyl]methyl}purin-6-amine NC1CCN(CC1)C1=NC(=C2N=CN(C2=N1)C(C)C)NCC1=C(C=CC=C1)C=1N=COC1